C(C=C)(=O)OCCCCC1=C(C(C(=O)O)=CC=C1C(=O)O)C(=O)O acryloyl-oxybutyl-trimellitic acid